BrC1=CC=C(C=C1)COC1=CC=CC=C1 1-bromo-4-(phenoxymethyl)benzene